3-((4-(4-((6-(2-aminoethyl)pyridin-3-yl)methyl)piperazin-1-yl)-3,5-difluorophenyl)amino)piperidine-2,6-dione NCCC1=CC=C(C=N1)CN1CCN(CC1)C1=C(C=C(C=C1F)NC1C(NC(CC1)=O)=O)F